N-(5-acrylamido-2-methylpyridin-3-yl)-2-(1-methyl-1H-indazol-4-yl)pyrazolo[5,1-b]Thiazole-7-carboxamide C(C=C)(=O)NC=1C=C(C(=NC1)C)NC(=O)C=1C=NN2C1SC(=C2)C2=C1C=NN(C1=CC=C2)C